2-(TRIFLUOROMETHYL)PYRIMIDIN-5-YLBORONIC ACID FC(C1=NC=C(C=N1)B(O)O)(F)F